2-methylindazole-7-carboxylic acid CN1N=C2C(=CC=CC2=C1)C(=O)O